(3-pyridinyl)-2H-indazole-carboxamide N1=CC(=CC=C1)N1N=C2C=CC=CC2=C1C(=O)N